2',5'-dimethyl-2',5'-dihydrospiro[cyclobutane-1,4'-[1,2,3]triazolo[4,5-c][1,7]naphthyridin]-6'-amine CN1N=C2C(C3(N(C4=C(N=CC=C24)N)C)CCC3)=N1